ClC=1C=C2C(=CC(=NC2=CC1)C(F)(F)F)N[C@@H]1C[C@@H](CCC1)NC(=O)C=1C=NN(C1)CC1CC1 N-[(1R,3S)-3-{[6-chloro-2-(trifluoromethyl)quinolin-4-yl]amino}cyclohexyl]-1-(cyclopropylmethyl)-1H-pyrazole-4-carboxamide